oxalic acid diisocyanate difluorophosphate P(=O)(O)(F)F.C(C(=O)N=C=O)(=O)N=C=O